C(C)(C)(C)C1=CC=C(C=C1)C=CC(=O)C1=CC=C(C(=O)NO)C=C1 4-(3-(4-(tert-butyl)phenyl)acryloyl)-N-hydroxybenzoamide